FC1=C(CCN2CCOCC2)C=C(C(=C1)N1CCCCC1)[N+](=O)[O-] (2-fluoro-5-nitro-4-(piperidin-1-yl)phenethyl)morpholine